ClC=1C(=C(C=CC1)N1CCN(CC1)C(CN1N=C(C=2CCCCC12)C(=O)N1C[C@@H]([C@@H](CC1)O)F)=O)C 1-(4-(3-chloro-2-methylphenyl)piperazin-1-yl)-2-(3-((3S,4R)-3-fluoro-4-hydroxypiperidine-1-carbonyl)-4,5,6,7-tetrahydro-1H-indazol-1-yl)ethanone